1-[4-(5-chloro-1,3-benzothiazol-2-yl)-1-piperidyl]ethanone ClC=1C=CC2=C(N=C(S2)C2CCN(CC2)C(C)=O)C1